C(CCCCCCC\C=C/C\C=C/CCCCC)C1(OCC(O1)CCN(C)C)CCCCCCCC\C=C/C\C=C/CCCCC 2-(2,2-bis((9z,12z)-octadeca-9,12-dien-1-yl)-1,3-dioxolan-4-yl)-N,N-dimethylethylamine